dihydroxy-2,2-diphenylpropane OC(C(C)(C1=CC=CC=C1)C1=CC=CC=C1)O